5-[1-[(5-CHLOROPYRIMIDIN-2-YL)METHYL]-4-(TRIFLUOROMETHYL)IMIDAZOL-2-YL]-3-METHYL-PYRIDINE-2-CARBONITRILE ClC=1C=NC(=NC1)CN1C(=NC(=C1)C(F)(F)F)C=1C=C(C(=NC1)C#N)C